FC(COC=1C(=CC=2[C@@H]3N(N4C(C2C1)=CC(C(=C4)C(=O)O)=O)C(CC3)(C)C)OCCCOC)F (R)-11-(2,2-difluoroethoxy)-12-(3-methoxypropoxy)-3,3-dimethyl-8-oxo-2,3,8,13b-tetrahydro-1H-pyrido[2,1-a]pyrrolo[1,2-c]phthalazine-7-carboxylic acid